4-amino-N-((5-cyclopropyl-2-pyridinyl)methyl)-N-(2-propanyl)-1,3-dihydrofuro[3,4-c]quinoline-8-carboxamide NC1=NC=2C=CC(=CC2C2=C1COC2)C(=O)N(C(C)C)CC2=NC=C(C=C2)C2CC2